N-[2-[[(2R)-2-amino-5-guanidino-pentanoyl]amino]ethyl]-4-[[3-[4-(difluoromethoxy)-2,3-difluoro-phenyl]imidazo[1,2-a]pyrazin-8-yl]amino]-2-ethyl-benzamide formate C(=O)O.N[C@@H](C(=O)NCCNC(C1=C(C=C(C=C1)NC=1C=2N(C=CN1)C(=CN2)C2=C(C(=C(C=C2)OC(F)F)F)F)CC)=O)CCCNC(=N)N